N-(4-fluoro-3-methylphenyl)-5-(2-(((1S,2R)-2-hydroxycyclopentyl)amino)-2-oxoacetyl)-1,2,4-trimethyl-1H-pyrrole-3-carboxamide FC1=C(C=C(C=C1)NC(=O)C1=C(N(C(=C1C)C(C(=O)N[C@@H]1[C@@H](CCC1)O)=O)C)C)C